tert-butyl 4-((4-chloro-5-((3-methyl-5-(phenylethynyl)pyridin-2-yl)carbamoyl)-1H-pyrazol-1-yl)methyl)-4-fluoropiperidine-1-carboxylate ClC=1C=NN(C1C(NC1=NC=C(C=C1C)C#CC1=CC=CC=C1)=O)CC1(CCN(CC1)C(=O)OC(C)(C)C)F